((1r,4r)-4-(3-chloro-4-cyanophenoxy)cyclohexyl)-6-(4-(formyl)piperidin-1-yl)pyridazine-3-carboxamide ClC=1C=C(OC2CCC(CC2)C2=C(N=NC(=C2)N2CCC(CC2)C=O)C(=O)N)C=CC1C#N